C1(=CC=CC=C1)C1CC(=CCO1)C 6-phenyl-4-methyl-5,6-dihydro-2H-pyran